C(#N)C=1C=CC(=C(C1)C1=NN(C=C1NC(=O)C=1C=NN2C1N=CC=C2)CC(=O)NC2CCC2)OC N-(3-(5-cyano-2-methoxyphenyl)-1-(2-(cyclobutylamino)-2-oxoethyl)-1H-pyrazol-4-yl)pyrazolo[1,5-a]pyrimidine-3-carboxamide